FC1=C(C=CC(=C1)F)[C@@H]1COCCCN1C1=NC(=NC(=C1)C)N (R)-4-[3-(2,4-difluorophenyl)-1,4-oxazepan-4-yl]-6-methyl-pyrimidin-2-amine